(S)-2-((S)-2-oxo-4-propylpyrrolidin-1-yl)butyramide O=C1N(C[C@H](C1)CCC)[C@H](C(=O)N)CC